C(CCCCCCCCC(=O)O)(=O)O.[Na].[Na] di-sodium sebacic acid